Cl.FC1=C(C(=CC=C1)F)NN 2,6-difluorophenylhydrazine hydrochloride